ClC1=NC(=CC(=C1)C1(CC1)NC(C[C@@](C)(O)C1=C(C=C(C=C1)F)F)=O)NCC(F)(F)F (R)-N-(1-(2-chloro-6-((2,2,2-trifluoroethyl)amino)pyridin-4-yl)cyclopropyl)-3-(2,4-difluorophenyl)-3-hydroxybutanamide